ClC1=CC(=C(COC2=CC=CC(=N2)C2CCN(CC2)CC=2N(C=3C(=NC=C(C3)C(=O)O)N2)C)C=C1)F 2-[(4-{6-[(4-chloro-2-fluorobenzyl)oxy]pyridin-2-yl}piperidin-1-yl)methyl]-1-methyl-1H-imidazo[4,5-b]pyridine-6-carboxylic acid